C(C)(=O)NC1=C(C(=O)NC=2SC(=C(N2)C)[N+](=O)[O-])C=CC(=C1)NCCCN acetamido-4-((3-aminopropyl)amino)-N-(4-methyl-5-nitrothiazol-2-yl)benzamide